(6R)-17-amino-6-hydroxy-12-(norcaran-7-ylmethyl)-6,15-bis(trifluoromethyl)-19-oxa-3,4,12,18-tetrazatricyclo[12.3.1.12,5]nonadeca-1(18),2,4,14,16-pentaen-13-one NC1=CC(=C2C(N(CCCCC[C@@](C3=NN=C(C1=N2)O3)(C(F)(F)F)O)CC3C2CCCCC23)=O)C(F)(F)F